C(C)(C)N(C(=O)[C@H]1N(S(N(C1)C)(=O)=O)C1=NC(=CC(=C1)C(F)(F)F)C)C=1C=C(C=CC1)C (S)-N-isopropyl-5-methyl-2-(6-methyl-4-(trifluoromethyl)pyridin-2-yl)-N-(m-tolyl)-1,2,5-thiadiazolidine-3-carboxamide 1,1-dioxide